C(#N)C=1C=C(C=NC1)[C@H]1N(OCC1)C(=O)[C@@H]1[C@@H](CN(CC1)C1=NC=CC(=N1)C(=O)N)F 2-[(3S,4R)-4-[(3S)-3-(5-cyano-3-pyridyl)isoxazolidine-2-carbonyl]-3-fluoro-1-piperidyl]pyrimidine-4-carboxamide